6-((5-cyclopropyl-3-(6-methylpyridin-3-yl)isoOxazol-4-yl)methoxy)-N-(3-methyloxetan-3-yl)pyridazine-3-carboxamide C1(CC1)C1=C(C(=NO1)C=1C=NC(=CC1)C)COC1=CC=C(N=N1)C(=O)NC1(COC1)C